(3R)-4-amino-N-((1-cyanocyclopropyl)methyl)-3-methyl-N-((5-(trifluoromethyl)-2-pyridinyl)methyl)-1,3-dihydrofuro[3,4-c]quinoline-8-carboxamide NC1=NC=2C=CC(=CC2C2=C1[C@H](OC2)C)C(=O)N(CC2=NC=C(C=C2)C(F)(F)F)CC2(CC2)C#N